C(C1=CC=CC=C1)C1CCN(CC1)S(=O)(=O)C1=C(C=C(C=C1)Cl)Cl 4-Benzyl-1-((2,4-dichlorophenyl)sulfonyl)piperidine